4-azaspiro[2.5]Octane-4-carboxylate C1CC12N(CCCC2)C(=O)[O-]